1-(4-(Azetidin-1-yl)phenyl)-5,7-difluoro-1H-indazol-6-ol N1(CCC1)C1=CC=C(C=C1)N1N=CC2=CC(=C(C(=C12)F)O)F